C(C=1C(O)=CC=CC1)(=O)OC(CCC)(C)C(C)C Ethylthexyl Salicylate